Morpholine-4-ium [NH2+]1CCOCC1